ClC1=C(C(=O)N2COC3=C(C2)C=CC=C3C3=CC(=C(C(=O)O)C=C3F)N3C2COCC3CC2)C(=CC(=C1)N1C[C@H](N(CC1)C1COC1)C)Cl 4-[3-[2,6-Dichloro-4-[(3R)-3-methyl-4-(oxetan-3-yl)piperazin-1-yl]benzoyl]-2,4-dihydro-1,3-benzoxazin-8-yl]-5-fluoro-2-(3-oxa-8-azabicyclo[3.2.1]octan-8-yl)benzoic acid